C1(CCCC1)NC(=O)NC=1SC=C(N1)CC(=O)NC=1SC2=C(N1)C=CC(=C2)OCC 2-(2-{[(cyclopentylamino)carbonyl]amino}-1,3-thiazol-4-yl)-N-(6-ethoxy-1,3-benzothiazol-2-yl)acetamide